FC1=C(COC2=CC=CC(=N2)C=2CCN(CC2)CC2=NC3=C(N2C[C@H]2OCC2)C=C(C=C3)C(=O)OC)C=CC(=C1)C(CC)=O methyl (S)-2-((6-((2-fluoro-4-propionylbenzyl)oxy)-3',6'-dihydro-[2,4'-bipyridin]-1'(2'H)-yl)methyl)-1-(oxetan-2-ylmethyl)-1H-benzo[d]imidazole-6-carboxylate